4-(6'-Methoxy-2-methyl-5'-propoxy-[3,3'-bipyridin]-5-yl)-1,2-oxaborolan-2-ol COC1=C(C=C(C=N1)C=1C(=NC=C(C1)C1CB(OC1)O)C)OCCC